3-(5-(2-methyl-piperidin-4-yl)-1-oxoisoindolin-2-yl)piperidine-2,6-dione CC1NCCC(C1)C=1C=C2CN(C(C2=CC1)=O)C1C(NC(CC1)=O)=O